(trans)-4-aminocyclohexan-1-ol N[C@@H]1CC[C@H](CC1)O